CN1C(N(C2=C1C(=CC=C2)N2CCN(CC2)CC2COC1(CNC1)C2)C2C(NC(CC2)=O)=O)=O 3-[3-Methyl-4-[4-(5-oxa-2-azaspiro[3.4]octan-7-ylmethyl)piperazin-1-yl]-2-oxo-benzimidazol-1-yl]piperidine-2,6-dione